C(C)(CC)N1N=C(C2=NC(=CC(=C21)N)C=2C(=NC=CC2)OCC)C 1-(sec-butyl)-5-(2-ethoxypyridin-3-yl)-3-methyl-1H-pyrazolo[4,3-b]pyridin-7-amine